3-methoxy-4-(2-(piperidin-1-yl)ethoxy)aniline COC=1C=C(N)C=CC1OCCN1CCCCC1